C1(=CC=CC=C1)N1C(NC(C1(C)C)=O)=S 3-phenyl-4,4-dimethyl-5-oxo-2-thioxoimidazolidin